3-[[(3R,4R)-4-[4-Chloro-2-(5-fluoro-2-pyridyl)-1H-imidazol-5-yl]-3-methyl-1-piperidyl]sulfonyl]-N-(2-methylpyrazol-3-yl)propenamide ClC=1N=C(NC1[C@H]1[C@H](CN(CC1)S(=O)(=O)C=CC(=O)NC=1N(N=CC1)C)C)C1=NC=C(C=C1)F